4-{[(2S)-2-(4-methylbenzenesulfonamido) propanoyl]oxy}phenyl (2S)-2-(4-methylbenzenesulfonamido)propanoate CC1=CC=C(C=C1)S(=O)(=O)N[C@H](C(=O)OC1=CC=C(C=C1)OC([C@H](C)NS(=O)(=O)C1=CC=C(C=C1)C)=O)C